N,N-dimethylanilinium tetrakis[3,5-bis(trifluoromethyl)phenyl]borate FC(C=1C=C(C=C(C1)C(F)(F)F)[B-](C1=CC(=CC(=C1)C(F)(F)F)C(F)(F)F)(C1=CC(=CC(=C1)C(F)(F)F)C(F)(F)F)C1=CC(=CC(=C1)C(F)(F)F)C(F)(F)F)(F)F.C[NH+](C1=CC=CC=C1)C